C(C=C)(=O)OCCOCCOC1=CC=C(C(=O)C2=C(C(=O)O)C=CC=C2)C=C1 2-[4-[2-(2-(acryloyloxy)ethoxy)ethoxy]benzoyl]benzoic acid